C(C)(C)(C)OC(=O)N1[C@H](C[C@@H](C1)CC1=CC=C(C=C1)Br)C(N[C@H](C(=O)NCC1=C(C(=CC(=C1)Cl)C)O)C)=O (2R,4S)-4-(4-bromobenzyl)-2-(((S)-1-((5-chloro-2-hydroxy-3-methylbenzyl)amino)-1-oxopropan-2-yl)carbamoyl)pyrrolidine-1-carboxylic acid tert-butyl ester